C=COCCOCC 3,6-dioxaoctene